tert-Butyl ((S)-(7-((S*)-1-(((S)-tert-butylsulfinyl)amino)-2-methylpropyl)imidazo[1,2-b]pyridazin-2-yl)(4,4-difluorocyclohexyl)methyl)carbamate C(C)(C)(C)[S@](=O)N[C@@H](C(C)C)C1=CC=2N(N=C1)C=C(N2)[C@H](C2CCC(CC2)(F)F)NC(OC(C)(C)C)=O |o1:7|